5-chloro-N-[2,4-difluoro-3-[1-(1H-imidazol-2-yl)imidazo[1,5-a]pyridin-6-yl]phenyl]-2-methylpyridine-3-sulfonamide ClC=1C=C(C(=NC1)C)S(=O)(=O)NC1=C(C(=C(C=C1)F)C=1C=CC=2N(C1)C=NC2C=2NC=CN2)F